NC1=NC=C(C=N1)OC1=CC=C(C=C1)N1C(N(CC1=O)C1=CC(=C(C=C1)F)OC(F)(F)F)=O 3-{4-[(2-amino-5-pyrimidinyl)oxy]phenyl}-1-[4-fluoro-3-(trifluoromethoxy)phenyl]-2,4-imidazolidinedione